2-chloro-7-(1-(tetrahydro-2H-pyran-2-yl)-1H-pyrazol-4-yl)quinazoline ClC1=NC2=CC(=CC=C2C=N1)C=1C=NN(C1)C1OCCCC1